ClC1=NC=C(C(=C1)C1=C(C=NC(=C1)C)C(=O)NC=1SC=2C(=NC=C(C2)CC(C)(C)O)N1)OC 2'-chloro-N-(6-(2-hydroxy-2-methylpropyl)thiazolo[4,5-b]pyridin-2-yl)-5'-methoxy-6-methyl-[4,4'-bipyridine]-3-carboxamide